C1=CC=C(C=2SC3=C(C21)C=CC=C3)C=3C=C(C=CC3)C3=CC=C(C=C3)C=3C=C(C=CC3)C3=NC2=C1C(=C4C(=C2N=C3)C=CC=C4)C=CC=C1 2-[3''-(dibenzothiophen-4-yl)-3,1':4',1''-terphenyl-1-yl]dibenzo[f,h]quinoxaline